7-chloro-3-cyclohexyl-6-methyl-3-(4-(4,4,5,5-tetramethyl-1,3,2-dioxaborolan-2-yl)phenyl)indolin-2-one ClC=1C(=CC=C2C(C(NC12)=O)(C1=CC=C(C=C1)B1OC(C(O1)(C)C)(C)C)C1CCCCC1)C